C(C)(C)(C)OC(=O)N1CC2=NC(=C(C=C2C1)C(NC1=CC(=C(C=C1)C)C(F)(F)F)=O)C1=CC=C(C=C1)[N+](=O)[O-] tert-butyl-3-[[4-methyl-3-(trifluoromethyl) phenyl] carbamoyl]-2-(4-nitro phenyl)-5,7-dihydropyrrolo[3,4-b]pyridine-6-carboxylate